N1N=CC(=C1)C1=CC=C(C=C1)NC1=NC(=NC=C1)C1=CC=C2C=C(N(C2=C1)C)C(=O)N1CC(C1)C#C (6-(4-((4-(1H-pyrazol-4-yl)phenyl)amino)pyrimidin-2-yl)-1-methyl-1H-indol-2-yl)(3-ethynylazetidin-1-yl)methanone